FC1=C(C=CC(=C1)F)NC(=O)C=1N=C2N(C=CC(=C2)C2=NOC(=N2)C(F)(F)F)C1 N-(2,4-difluorophenyl)-7-(5-(trifluoromethyl)-1,2,4-oxadiazol-3-yl)imidazo[1,2-a]pyridine-2-carboxamide